N1=CC=C2N1C(C(C(N2C=2C=NC=1CCN(CC1C2)C2=NC=C(C#N)C=C2C)([2H])[2H])([2H])[2H])([2H])[2H] 6-(3-(6,7-Dihydropyrazolo[1,5-a]pyrimidin-4(5H)-yl-5,5,6,6,7,7-d6)-7,8-dihydro-1,6-naphthyridin-6(5H)-yl)-5-methylnicotinonitrile